CN1N=C(C2=NC(=CC(=C21)CO)N2[C@@H](COCC2)C)C2=NN(C=C2)C2OCCCC2 [1-methyl-5-[(3R)-3-methylmorpholin-4-yl]-3-[1-(oxan-2-yl)-1H-pyrazol-3-yl]-1H-pyrazolo[4,3-b]pyridin-7-yl]methanol